Cl.O=C1NN=C(C2=CC=CC=C12)C1=CC=C2CCN(CC2=C1)S(=O)(=O)N 7-(4-oxo-3,4-dihydrophthalazin-1-yl)-3,4-dihydroisoquinoline-2(1H)sulfonamide hydrochloride